FC(C(=O)O)(F)F.NCC=1SC=C2C1CN(C2=O)C2C(NC(CC2)=O)=O 3-(1-(aminomethyl)-4-oxo-4H-thieno[3,4-c]pyrrol-5(6H)-yl)piperidine-2,6-dione 2,2,2-trifluoro-acetic acid salt